CC=1C=C(OC1CCC)CCC(=O)O 4-methyl-5-propyl-2-furanpropanoic acid